CSN1N=CN=N1 (methylsulfanyl)-2H-1,2,3,4-tetrazol